4-(5-(3-Cyano-6-(2-methoxy-2-methylpropyloxy)pyrazolo[1,5-a]pyridin-4-yl)pyridin-2-yl)piperazine-1-carboxylic acid tert-butyl ester C(C)(C)(C)OC(=O)N1CCN(CC1)C1=NC=C(C=C1)C=1C=2N(C=C(C1)OCC(C)(C)OC)N=CC2C#N